CC1=C(C=C(C(=C1)CCC)C)C 1,2,4-trimethyl-5-propylbenzene